FC(C1C(C(C2=CC=CC=C12)C(F)(F)F)=O)(F)F 1,3-bis(trifluoromethyl)-1,3-dihydro-2H-inden-2-one